FC1=C(C(=CC=C1)OC)C1=NC=CC2=C1CN(C2=O)C2=NC(=CC(=C2)C)N[C@H]2CNC[C@@H]2O 4-(2-fluoro-6-methoxyphenyl)-2-(6-(((3S,4S)-4-hydroxypyrrolidin-3-yl)amino)-4-methylpyridin-2-yl)-2,3-dihydro-1H-pyrrolo[3,4-c]pyridin-1-one